diethyl ((13S,17S)-3-hydroxy-2-methoxy-13-methyl-7,8,9,11,12,13,14,15,16,17-decahydro-6H-cyclopenta[a]phenanthren-17-yl) phosphate P(=O)(OCC)(OCC)O[C@H]1CCC2C3CCC=4C=C(C(=CC4C3CC[C@]12C)OC)O